[C@@H]12N(C[C@@H](NC1)C2)CC2=CC=1N(C=C2)N=CC1N1C(NC(CC1)=O)=O 1-(5-(((1S,4S)-2,5-diazabicyclo[2.2.1]heptan-2-yl)methyl)pyrazolo[1,5-a]pyridin-3-yl)dihydropyrimidine-2,4(1H,3H)-dione